C1(=CC=CC=C1)N1N=NC2=C1C(C1=C(C2=O)SC=C1)=O 1-phenyl-1H-thieno[2',3':4,5]benzo[1,2-d][1,2,3]triazole-4,8-dione